NC1=CC=C(OC2=CC(=NC=N2)NC(=O)C2CC2)C=C1 N-(6-(4-aminophenoxy)pyrimidin-4-yl)cyclopropanecarboxamide